β-(3,4-epoxycyclohexyl)ethyl-dimethylphenoxysilane C1(CC2C(CC1)O2)CC[Si](OC2=CC=CC=C2)(C)C